C1(CC1)N1CCC12CN(C2)C(=O)O 1-cyclopropyl-1,6-diazaspiro[3.3]heptane-6-carboxylic acid